BrC1=NC(=CC=C1)C=1C=NN(C1)C(CC)C1=CC=C(C=C1)F 2-bromo-6-(1-(1-(4-fluorophenyl)propyl)-1H-pyrazol-4-yl)-pyridine